C(CCCCCCCCCCCCCCCCC)(=O)OC[C@@H](OC(CCCCCCCCCCCCCCCCC)=O)COP(=O)(O)OCCN 1,2-Distearoyl-sn-Glycero-3-Phosphoethanolamin